1-(2-bromo-4-chloro-5-methylphenyl)pyrazole BrC1=C(C=C(C(=C1)Cl)C)N1N=CC=C1